N-[3-(hydroxymethyl)-4-{[tris(prop-2-yl)silyl]oxy}phenyl]-2-phenylacetamide OCC=1C=C(C=CC1O[Si](C(C)C)(C(C)C)C(C)C)NC(CC1=CC=CC=C1)=O